NC1=CC2=C(N=C(S2)C(F)(F)F)C=C1C(=O)NC1=CC(=C(C=C1)F)C(F)(F)F 6-amino-N-(4-fluoro-3-(trifluoromethyl)phenyl)-2-(trifluoromethyl)benzo[d]thiazole-5-carboxamide